FC1CN(C1)C(C=CC)=O (3-fluoroazetidin-1-yl)but-2-en-1-one